(S)-methyloxirane-2-carboxylate COC(=O)[C@H]1OC1